(3R)-3-(3-methyl-2-oxobutoxy)pyrrolidine-1-carboxylic acid tert-butyl ester C(C)(C)(C)OC(=O)N1C[C@@H](CC1)OCC(C(C)C)=O